(S)-1-(oxetan-2-ylmethyl)-2-((4-(6-(oxetan-3-ylmethoxy)pyridin-2-yl)piperazin-1-yl)methyl)-1H-benzo[d]imidazole-6-carboxylic acid O1[C@@H](CC1)CN1C(=NC2=C1C=C(C=C2)C(=O)O)CN2CCN(CC2)C2=NC(=CC=C2)OCC2COC2